C(CCCCCCCCC)NC(=O)N(CCCCCCCCC)CCCCCCCCC N-decyl-N',N'-dinonylurea